NCCC(CC)=O aminopropione